(R)-N-((R)-3-(5-((2-amino-3-chloropyridin-4-yl)thio)pyrazin-2-yl)-2,3,4,5-tetrahydro-1H-benzo[c]azepin-5-yl)-2-methylpropylamine NC1=NC=CC(=C1Cl)SC=1N=CC(=NC1)[C@H]1C[C@H](C2=C(CN1)C=CC=C2)NCC(C)C